3-{3-[tricyclo[3.3.1.13,7]dec-1-ylmethoxy]phenyl}-6-[8-(1,3-benzothiazol-2-ylcarbamoyl)-3,4-dihydroisoquinolin-2(1H)-yl]pyridine-2-carboxylic acid tert-butyl ester C(C)(C)(C)OC(=O)C1=NC(=CC=C1C1=CC(=CC=C1)OCC12CC3CC(CC(C1)C3)C2)N2CC3=C(C=CC=C3CC2)C(NC=2SC3=C(N2)C=CC=C3)=O